4-fluoro-1-(2-isopropoxyethyl)-N-(6-(1-methyl-1H-pyrazol-4-yl)isoquinolin-3-yl)piperidine-4-carboxamide FC1(CCN(CC1)CCOC(C)C)C(=O)NC=1N=CC2=CC=C(C=C2C1)C=1C=NN(C1)C